C(C1=CC=CC=C1)N1N=C2C(N(CCC2=C1Cl)[C@@H]1C(N(C2=C(OC1)C=C1C(=C2)N=C(O1)C(C)(C)C)C)=O)=O (S)-7-(2-benzyl-3-chloro-7-oxo-2,4,5,7-tetrahydro-6H-pyrazolo[3,4-c]pyridin-6-yl)-2-(tert-butyl)-5-methyl-7,8-dihydro-oxazolo[4',5':4,5]benzo[1,2-b][1,4]oxazepin-6(5H)-one